(2R,3S,4S,5R,6R)-2-(hydroxymethyl)-6-(4-hydroxyphenylethoxy)-5-methoxytetrahydro-2H-pyran-3,4-diol OC[C@H]1O[C@H]([C@@H]([C@H]([C@@H]1O)O)OC)OCCC1=CC=C(C=C1)O